(4-amino-3-methylimidazo[1,5-a]pyrido[3,4-e]pyrazin-8-yl)((3R,4aS,9bS)-8-fluoro-3-methyl-7-(trifluoromethyl)-3,4,4a,9b-tetrahydrobenzofuro[3,2-b]pyridin-1(2H)-yl)methanone NC=1C=2N(C3=C(N1)C=NC(=C3)C(=O)N3[C@@H]1[C@H](C[C@H](C3)C)OC3=C1C=C(C(=C3)C(F)(F)F)F)C=NC2C